C(C)C(CN(CC(CCCC)CC)CN1N=NC2=C1C=CC(=C2)C)CCCC 1-[N,N-bis(2-ethylhexyl)aminomethyl]-5-methylbenzotriazole